3-isopropyl-2-(2-methylpyridin-4-yl)-1H-indole-5-carboxylic acid methyl ester COC(=O)C=1C=C2C(=C(NC2=CC1)C1=CC(=NC=C1)C)C(C)C